[SH-]=S.[Na+] sodium disulfenide